O=C1NC(CCC1N1C(N(C2=C1C=CC=C2/C=C/[C@@H](C)OC2CCN(CC2)C(=O)OC(C)(C)C)C)=O)=O 1-Tert-butyl 4-(((2R,E)-4-(1-(2,6-dioxopiperidin-3-yl)-3-methyl-2-oxo-2,3-dihydro-1H-benzo[d]imidazol-4-yl) but-3-en-2-yl)oxy)piperidine-1-carboxylate